NC1=C(C(=NC(=C1F)C1=C(C(=C(C=C1)Cl)OC)F)C(=O)OCC1=CC=CC=C1)Cl benzyl 4-amino-3-chloro-6-(4-chloro-2-fluoro-3-methoxyphenyl)-5-fluoropyridinecarboxylate